phosphoribosyl pyrophosphate pentasodium [Na+].[Na+].[Na+].[Na+].[Na+].O(P([O-])(=O)OP(=O)([O-])[O-])C1[C@H](OP(=O)(O)O)[C@H](O)[C@H](O1)CO